(2S)-2-[[(E)-3-(1,3-benzodioxol-5-yl)prop-2-enoyl]amino]-N-[4-(hydroxycarbamoyl)phenyl]-3-(4-nitrophenyl)propanamide O1COC2=C1C=CC(=C2)/C=C/C(=O)N[C@H](C(=O)NC2=CC=C(C=C2)C(NO)=O)CC2=CC=C(C=C2)[N+](=O)[O-]